4-hydroxy-3,5-dimethylbenzeneacrylonitrile OC1=C(C=C(C=C1C)C=CC#N)C